[Te](=O)(=O)([O-])[O-] Tellurat